Tert-Butyl N-tert-butoxycarbonyl-N-non-8-ynyl-carbamate C(C)(C)(C)OC(=O)N(C(OC(C)(C)C)=O)CCCCCCCC#C